1,2,4,6-tetra-O-galloyl-β-D-glucose C(C1=CC(O)=C(O)C(O)=C1)(=O)O[C@H]1[C@H](OC(C2=CC(O)=C(O)C(O)=C2)=O)[C@@H](O)[C@H](OC(C2=CC(O)=C(O)C(O)=C2)=O)[C@H](O1)COC(C1=CC(O)=C(O)C(O)=C1)=O